2-Amino-4-(benzo[d][1,3]dioxol-5-yl)butanoic acid NC(C(=O)O)CCC1=CC2=C(OCO2)C=C1